2-(3-fluoropyridin-2-yl)-2-methylpropan-al FC=1C(=NC=CC1)C(C=O)(C)C